2-(5-chloro-8-(difluoromethoxy)imidazo[1,2-a]pyridin-2-yl)-N-(3-cyclopropyl-2H-pyrazol-5-yl)propanamide ClC1=CC=C(C=2N1C=C(N2)C(C(=O)NC=2C=C(NN2)C2CC2)C)OC(F)F